Butyl (R)-3-(4-nitro-1,3-dioxoisoindolin-2-yl)pyrrolidine-1-carboxylate [N+](=O)([O-])C1=C2C(N(C(C2=CC=C1)=O)[C@H]1CN(CC1)C(=O)OCCCC)=O